(R)-N-(1-cyclopropylethyl)-5-(8-fluoro-[1,2,4]triazolo[1,5-a]pyridin-6-yl)-7H-pyrrolo[2,3-d]pyrimidin-2-amine C1(CC1)[C@@H](C)NC=1N=CC2=C(N1)NC=C2C=2C=C(C=1N(C2)N=CN1)F